5-(3-Trifluoromethoxy-benzenesulfonyl)-2-(5-triisopropylsilyloxymethyl-[1,3,4]oxadiazol-2-yl)-pyridin-3-ylamine FC(OC=1C=C(C=CC1)S(=O)(=O)C=1C=C(C(=NC1)C=1OC(=NN1)CO[Si](C(C)C)(C(C)C)C(C)C)N)(F)F